O1C=CN=CN=CC=NN=CN=CC=C1 oxa[4,6,9,10,12]pentaazacyclopentadecine